1,1-Dichlorodimethyl Ether COC(Cl)Cl